OCCC1=C(C=CC(=C1)N)N 2β-hydroxyethyl-para-phenylenediamine